6-Bromo-N-(1-ethylpiperidin-4-yl)-2-{4-[4-(1,3-thiazol-5-ylmethyl)piperazin-1-yl]phenyl}-3H-imidazo[4,5-b]pyridin-7-amine BrC=1C(=C2C(=NC1)NC(=N2)C2=CC=C(C=C2)N2CCN(CC2)CC2=CN=CS2)NC2CCN(CC2)CC